4-(2-methyl-6,7-dihydropyrazolo[1,5-a]pyrimidin-4(5H)-yl)-4-oxo-N-(5-(pyrazin-2-yl)pyridin-2-yl)butanamide CC1=NN2C(N(CCC2)C(CCC(=O)NC2=NC=C(C=C2)C2=NC=CN=C2)=O)=C1